C(\C=C/C(=O)O)(=O)O.C(\C=C/C(=O)O)(=O)O.C(CCCCC)O n-hexanol dimaleate